3-(2,3-dihydrofuran-3-yl)-7-{6-ethyl-9-fluoro-1,4,4-trimethyl-4H,5H-[1,2,4]triazolo[4,3-a]quinoxalin-8-yl}-5-fluoro-1H-indole O1CC(C=C1)C1=CNC2=C(C=C(C=C12)F)C1=CC(=C2NC(C=3N(C2=C1F)C(=NN3)C)(C)C)CC